2-(3,5-Dichloro-4-((1-oxo-2-(pyridin-3-yl)-1,2,3,4-tetrahydroisoquinolin-6-yl)oxy)phenyl)-3,5-dioxo-2,3,4,5-tetrahydro-1,2,4-triazine-6-carboxylic acid ClC=1C=C(C=C(C1OC=1C=C2CCN(C(C2=CC1)=O)C=1C=NC=CC1)Cl)N1N=C(C(NC1=O)=O)C(=O)O